1-cyclohexyl-2,2,3-trimethylbut-3-en-1-one C1(CCCCC1)C(C(C(=C)C)(C)C)=O